2-[2-(Acetyloxy)ethoxy]ethyl 4-[2-(4-fluorophenyl)-4-oxo-1,3-thiazolidin-3-yl]-3-methylbenzoate FC1=CC=C(C=C1)C1SCC(N1C1=C(C=C(C(=O)OCCOCCOC(C)=O)C=C1)C)=O